C1N(CC12COCC2)C(=O)C2=CC=C(C=C2)S(=O)(=O)N 4-(6-oxa-2-azaspiro[3.4]octane-2-carbonyl)benzenesulfonamide